(2R)-2-(6-{5-chloro-2-[(oxan-4-yl)amino]pyrimidin-4-yl}-1-oxo-2,3-dihydro-1H-isoindol-2-yl)-N-[(1S)-2-hydroxy-1-(3-methylphenyl)ethyl]-3-(1H-imidazol-4-yl)propanamide ClC=1C(=NC(=NC1)NC1CCOCC1)C1=CC=C2CN(C(C2=C1)=O)[C@@H](C(=O)N[C@H](CO)C1=CC(=CC=C1)C)CC=1N=CNC1